C(C)(C)(C)OC(=O)N1CCC(CC1)OC=1C=C(C=C(C1)F)N1[C@@H]2COC[C@H]1CN(C2)C(=O)OCC2=CC=CC=C2 benzyl (1S,5R)-9-[3-[(1-tert-butoxycarbonyl-4-piperidyl)oxy]-5-fluoro-phenyl]-3-oxa-7,9-diazabicyclo[3.3.1]nonane-7-carboxylate